CCN(C(C(OCC(=O)N(CC)CC)CCCCCC)=O)CC N,N,N',N'-tetrakis-2-ethylhexyldiglycolamide